S1NC(=CC=C1)C(=O)[O-] thiazainate